4-(2-azaspiro[3.3]heptan-6-yl)morpholine 2HCl salt Cl.Cl.C1NCC12CC(C2)N2CCOCC2